F[C@H]1[C@H]2CC[C@@H](C[C@@H]1OC1=CN=C(N=N1)C1=C(C=C(C=C1)N1C=NC=C1)O)N2 2-(6-(((1R,2S,3S,5S)-2-fluoro-8-azabicyclo[3.2.1]octan-3-yl)oxy)-1,2,4-triazin-3-yl)-5-(1H-imidazol-1-yl)phenol